FC1(C(N(N=C(O1)C=1C(=NC=CN1)C(C)NC(C1=CC(=CC(=C1)C(F)(F)F)C(F)(F)F)=O)C)=O)F N-(1-(3-(6,6-difluoro-4-methyl-5-oxo-5,6-dihydro-4H-1,3,4-oxadiazin-2-yl)pyrazin-2-yl)ethyl)-3,5-bis(trifluoromethyl)benzamide